N(=C=O)CC12C3(CCC(C2CCC1)C3)CN=C=O Bis(isocyanatomethyl)-tricyclo[5.2.1.02,6]decan